3,4-Dihydro-8-hydroxy-3-methylisocoumarin OC=1C=CC=C2CC(OC(=O)C12)C